([1,1'-Biphenyl]-4-ylsulfonyl)leucine C1(=CC=C(C=C1)S(=O)(=O)N[C@@H](CC(C)C)C(=O)O)C1=CC=CC=C1